C(C)OC(C(=NS(=O)C(C)(C)C)C1=C(C=C(C=C1)OCC1=CC=CC=C1)F)=O 2-(4-(benzyloxy)-2-fluorophenyl)-2-((tert-butylsulfinyl)imino)acetic acid ethyl ester